C(CC)(=O)[C@@H]1[C@H]2CC[C@@H](C[C@@H]1C1=CC=C(C=C1)C)N2C 2β-propionyl-3β-(4-tolyl)-tropane